ClC=1C=C(C2=C(C(C=C(O2)C(=O)NC23CC(C2)(C3)NC(COC3=CC(=C(C=C3)Cl)F)=O)=O)C1)Cl 6,8-dichloro-N-{3-[2-(4-chloro-3-fluorophenoxy)acetamido]bicyclo[1.1.1]pentan-1-yl}-4-oxo-4H-1-benzopyran-2-carboxamide